BrC1=NC=CC(=C1)\C(\CC1=NC=CC=C1)=N/NC=1C(=CC(=NC1)F)OC[C@H]1OCCOC1 5-{(2Z)-2-[1-(2-bromopyridin-4-yl)-2-(pyridin-2-yl)ethylidene]hydrazinyl}-4-{[(2S)-1,4-dioxan-2-yl]methoxy}-2-fluoropyridine